3-chloro-N-cyclopropyl-5-[rac-5-[(2,4-dimethylphenyl)methyl]-5,6-dihydro-4H-1,2,4-oxadiazin-3-yl]-6-[3-(trifluoromethyl)phenoxy]pyridazin-4-amine ClC=1N=NC(=C(C1NC1CC1)C1=NOC[C@H](N1)CC1=C(C=C(C=C1)C)C)OC1=CC(=CC=C1)C(F)(F)F |r|